ClC=1C(=NN(C1)COCC[Si](C)(C)C)CO (4-chloro-1-((2-(trimethylsilyl)ethoxy)methyl)-1H-pyrazol-3-yl)methanol